di(2-methylphenyl)phosphoric acid CC1=C(C=CC=C1)OP(OC1=C(C=CC=C1)C)(O)=O